5-(4-trifluoromethylphenyl)-furan-2-carbaldehyde FC(C1=CC=C(C=C1)C1=CC=C(O1)C=O)(F)F